NC1=C(SC2=NC(=C(C=C21)F)C)C(=O)NC2CC=1C=CC(=NC1CC2)N2CC(C(C2)OCC)N 3-amino-N-[2-(3-amino-4-ethoxypyrrolidin-1-yl)-5,6,7,8-tetrahydroquinolin-6-yl]-5-fluoro-6-methylthieno[2,3-b]pyridine-2-carboxamide